FC(OC1=C(C=CC=C1)C1=NC=C2N(C(N(C2=N1)CC1=CC=C(C=C1)C=1N(C=C(N1)C(F)(F)F)C)=N)C)F 2-[2-(difluoromethoxy)phenyl]-7-methyl-9-[[4-[1-methyl-4-(trifluoromethyl)imidazol-2-yl]phenyl]methyl]purin-8-imine